N1CC(C1)N1CC2=CC=C(C=C2CC1)C=1N=NN(C1)CC1=C(C=C(C=C1)C=1OC(=NN1)C(F)F)F 2-(4-((4-(2-(azetidin-3-yl)-1,2,3,4-tetrahydroisoquinolin-6-yl)-1H-1,2,3-triazol-1-yl)methyl)-3-fluorophenyl)-5-(difluoromethyl)-1,3,4-oxadiazole